N-(4-amino-1H-pyrazolo[4,3-c]pyridin-7-yl)-N',N'-dibenzyl-oxamide NC1=NC=C(C2=C1C=NN2)NC(=O)C(=O)N(CC2=CC=CC=C2)CC2=CC=CC=C2